2-Azabicyclo[2.1.0]pentane-3-carboxylic acid C12NC(C2C1)C(=O)O